C1(CC1)C=1C=C(C=C2C(=NN(C12)C1OCCCC1)C1=C(C(=O)N)C=CC(=C1)F)F (7-cyclopropyl-5-fluoro-1-(tetrahydro-2H-pyran-2-yl)-1H-indazol-3-yl)-4-fluorobenzamide